BrC1=NC=C(C(=C1)CN(CCOC1=NC(=CC=C1)Cl)C)OC N-((2-bromo-5-methoxypyridin-4-yl)methyl)-2-((6-chloropyridin-2-yl)oxy)-N-methylethan-1-amine